C1(CCCCC1)CNCCC1=CC=C(CSC2=C3CN(C(C3=CC=C2)=O)C2C(NC(CC2)=O)=O)C=C1 3-(4-((4-(2-((cyclohexylmethyl)amino)ethyl)benzyl)thio)-1-oxoisoindolin-2-yl)piperidine-2,6-dione